3-butyl-2-(4-ethoxybenzyl)-3-hydroxy-2,3,4,5-tetrahydro-1H-isoindol-1-one C(CCC)C1(N(C(C=2C=CCCC12)=O)CC1=CC=C(C=C1)OCC)O